FC(COC(C(=C)Cl)=O)(F)F.ClC=1C=C(C(=O)NC(CO)(C)C)C=C(C1)Cl 3,5-dichloro-N-(1-hydroxy-2-methylpropane-2-yl)benzamide trifluoroethyl-α-chloroacrylate